2-[5-(2-aminoethoxy)-2-chloro-phenyl]sulfanyl-N-[(5-amino-1,3,4-oxadiazol-2-yl)methyl]-N-[(4-cyano-2-fluoro-phenyl)methyl]acetamide NCCOC=1C=CC(=C(C1)SCC(=O)N(CC1=C(C=C(C=C1)C#N)F)CC=1OC(=NN1)N)Cl